8-Methyl-6-(1-methylpiperidin-3-yl)-4-(((R)-1-(3-(trifluoromethyl)phenyl)ethyl)amino)pyrido[2,3-d]pyrimidin-7(8H)-one CN1C(C(=CC2=C1N=CN=C2N[C@H](C)C2=CC(=CC=C2)C(F)(F)F)C2CN(CCC2)C)=O